2-(2-((5-(1-aminoisoquinolin-7-yl)-7-methylbenzofuran-3-yl)methoxy)phenyl)acetic acid NC1=NC=CC2=CC=C(C=C12)C=1C=C(C2=C(C(=CO2)COC2=C(C=CC=C2)CC(=O)O)C1)C